octadecyldin-butyl-ammonium tetrakis(pentafluorophenyl)borate FC1=C(C(=C(C(=C1[B-](C1=C(C(=C(C(=C1F)F)F)F)F)(C1=C(C(=C(C(=C1F)F)F)F)F)C1=C(C(=C(C(=C1F)F)F)F)F)F)F)F)F.C(CCCCCCCCCCCCCCCCC)[NH+](CCCC)CCCC